4-chloro-2-[(6-methylpyridin-2-yl)carbamoyl]benzoic acid ClC1=CC(=C(C(=O)O)C=C1)C(NC1=NC(=CC=C1)C)=O